tert-butyl (3S,4S)-3-fluoro-4-[4-[8-methyl-7-[2-methyl-3-(2-trimethylsilylethoxymethyl)benzimidazol-5-yl]oxy-quinoxalin-2-yl]pyrazol-1-yl]piperidine-1-carboxylate F[C@H]1CN(CC[C@@H]1N1N=CC(=C1)C1=NC2=C(C(=CC=C2N=C1)OC1=CC2=C(N=C(N2COCC[Si](C)(C)C)C)C=C1)C)C(=O)OC(C)(C)C